1,4-bis(2-amino-ethylamino)anthraquinone NCCNC1=CC=C(C=2C(C3=CC=CC=C3C(C12)=O)=O)NCCN